CC1(OB(OC1(C)C)C=1C=C(C=CC1)C1=NC(=NC(=N1)C1=CC=CC=C1)C1=CC=CC=C1)C 2-[3-(4,4,5,5-tetramethyl-1,3,2-dioxaborolan-2-yl)phenyl]-4,6-diphenyl-1,3,5-triazine